1-(2-methyl-2-azaspiro[3.3]heptan-6-yl)-1H-pyrazol CN1CC2(C1)CC(C2)N2N=CC=C2